COC(=O)C=1C=C(C=2N(C1)N=C(C2C)C=2N(C1=C(C=CC=C1C2)C2CCNCC2)CC2CC2)F 2-(1-(Cyclopropylmethyl)-7-(piperidin-4-yl)-1H-indol-2-yl)-4-fluoro-3-methylpyrazolo[1,5-a]pyridine-6-carboxylic acid methyl ester